FC=1C=CC(=C2C=C(N(C12)CCNC1=CC(=NC=N1)C1=CC(=CS1)C1=NC=CC=C1)C)OC 5-{6-[2-(7-Fluoro-4-methoxy-2-methyl-indol-1-yl)-ethylamino]-pyrimidin-4-yl}-3-pyridin-2-yl-thiophen